(4-(5-bromo-6-methylpyridin-2-yl)-1-methyl-1H-imidazol-5-yl)methylcyclopentyl (methyl)carbamate CNC(OC1(CCCC1)CC1=C(N=CN1C)C1=NC(=C(C=C1)Br)C)=O